(3R)-4-[7-(2-methanesulfonylphenyl)-3-[(4-methoxyphenyl)methoxy]-[1,2]thiazolo[4,5-b]pyridin-5-yl]-3-methylmorpholine CS(=O)(=O)C1=C(C=CC=C1)C1=C2C(=NC(=C1)N1[C@@H](COCC1)C)C(=NS2)OCC2=CC=C(C=C2)OC